7-(((S)-1-(methylamino)-1-oxo-5-phenylpentan-2-yl)carbamoyl)octahydro-5H-pyrrolo[3,4-c]pyridine-5-carboxylic acid benzyl ester hydrochloride Cl.C(C1=CC=CC=C1)OC(=O)N1CC2C(C(C1)C(N[C@H](C(=O)NC)CCCC1=CC=CC=C1)=O)CNC2